FC(OC1=CC=C(C=C1)C1=CN=C2N1C=CN=C2NC2=CC(=C(C(=O)NCCN1CCNCC1)C=C2)CC)F 4-[[3-[4-(difluoromethoxy)phenyl]imidazo[1,2-a]pyrazin-8-yl]amino]-2-ethyl-N-(2-piperazin-1-ylethyl)benzamide